N1=NN=C(C=C1)B1OC(C)(C)C(C)(C)O1 triazineboronic acid pinacol ester